BrC=1C=C2C(N(C=NN2C1)C(C(=O)OC)C1=CC=CC=C1)=O methyl 2-(6-bromo-4-oxopyrrolo[2,1-f][1,2,4]triazin-3(4H)-yl)-2-phenyl-acetate